(2-(6-(Benzyloxy)pyridin-2-yl)-4-bromo-5-chloro-6-fluoro-3-methylene-2,3-dihydrobenzofuran-2-yl)methanol C(C1=CC=CC=C1)OC1=CC=CC(=N1)C1(OC2=C(C1=C)C(=C(C(=C2)F)Cl)Br)CO